N-(3-(N-(2-chlorophenyl)sulfamoyl)phenyl)-5-nitrofuran-2-carboxamide ClC1=C(C=CC=C1)NS(=O)(=O)C=1C=C(C=CC1)NC(=O)C=1OC(=CC1)[N+](=O)[O-]